3,5-dimethoxy-3'-hydroxybibenzyl COC=1C=C(C=C(C1)OC)CCC1=CC(=CC=C1)O